NC=1C(=NC(=CN1)\C=C\CC)N1CCC(CC1)C(=O)O (E)-1-(3-amino-6-(but-1-en-1-yl)pyrazin-2-yl)piperidine-4-carboxylic acid